FC1(C(C12CCN(CC2)S(=O)(=O)N)C2=NSC(=C2)C2=C(C=C(C=C2)F)C(F)(F)F)F 1,1-difluoro-2-{5-[4-fluoro-2-(trifluoromethyl)phenyl]isothiazol-3-yl}-6-azaspiro[2.5]octane-6-sulfonamide